CC1=NOC(=C1)C1(CCOCC1)C(=O)O 4-(3-methylisoxazol-5-yl)tetrahydro-2H-pyran-4-carboxylic acid